FC([C@@H]1[C@H](C1)C1=C(N=NC(=C1)C=1C(=NC(=NC1)OC)OC)C(=C)OCC)F 4-((1S,2S)-2-(difluoromethyl)cyclopropyl)-6-(2,4-dimethoxypyrimidin-5-yl)-3-(1-ethoxyethenyl)pyridazine